1-(3-bromophenyl)-2-phenylethane-1,2-dione BrC=1C=C(C=CC1)C(C(=O)C1=CC=CC=C1)=O